2-Oxo-2-[(2R,5S)-5-methyl-2-[2-[(3R)-1-methylpyrrolidin-3-yl]indazol-6-yl]-1-piperidyl]-N-[1-(2-trimethylsilylethoxymethyl)pyrazolo[4,3-c]pyridin-7-yl]acetamide O=C(C(=O)NC=1C2=C(C=NC1)C=NN2COCC[Si](C)(C)C)N2[C@H](CC[C@@H](C2)C)C=2C=CC1=CN(N=C1C2)[C@H]2CN(CC2)C